ClC1=CN=C(C(=N1)N)SC1=C(C(=NC=C1)N)Cl 6-chloro-3-((3-chloro-2-aminopyridin-4-yl)thio)pyrazin-2-amine